CC1=CN(C(=O)NC1=O)[C@H]2C[C@@H]([C@H](O2)COP(=O)(O)O)O thymidylic acid